4-chloro-3-(5,7-difluoro-6-(oxetan-3-yl)-4-oxo-1,4-dihydroquinolin-2-yl)benzonitrile ClC1=C(C=C(C#N)C=C1)C=1NC2=CC(=C(C(=C2C(C1)=O)F)C1COC1)F